FC=1C=C2[C@@H]([C@H]([C@@H](N(C2=CC1)C(C)=O)C)C)NC1=NC=C(N=C1)C ((2S,3R,4R)-6-fluoro-2,3-dimethyl-4-((5-methylpyrazin-2-yl)amino)-3,4-dihydroquinolin-1(2H)-yl)ethanone